((2R,3R,4R,5R)-4-fluoro-4-methyl-5-(6-(methylamino)-2-propionamido-9H-purin-9-yl)-3-(propionyloxy)tetrahydrofuran-2-yl)methyl isobutyrate C(C(C)C)(=O)OC[C@H]1O[C@H]([C@]([C@@H]1OC(CC)=O)(C)F)N1C2=NC(=NC(=C2N=C1)NC)NC(CC)=O